CC1=NC=CC(=C1C)CC(=O)C=1C=C(C#N)C=CC1 3-[(2,3-Dimethylpyridin-4-Yl)Acetyl]Benzonitrile